4-(5-(bis(2-chloroethyl)amino)-1-methyl-1H-benzo[d]imidazol-2-yl)butanoic acid monohydrochloride Cl.ClCCN(C1=CC2=C(N(C(=N2)CCCC(=O)O)C)C=C1)CCCl